5-fluoro-7-(morpholino(pyridin-4-yl)methyl)quinolin-8-ol FC1=C2C=CC=NC2=C(C(=C1)C(C1=CC=NC=C1)N1CCOCC1)O